1-(2-(2-((3R,4R)-3-Amino-4-fluoropiperidin-1-yl)-5,6-difluoro-1H-benzo[d]imidazol-1-yl)acetyl)-N-methylpiperidin-3-carboxamid N[C@@H]1CN(CC[C@H]1F)C1=NC2=C(N1CC(=O)N1CC(CCC1)C(=O)NC)C=C(C(=C2)F)F